C[C@H]1C[C@@H]2[C@H](CC[C@]3([C@H]2CC[C@@]3(C(=O)C)O)C)[C@@]4(C1=CC(=O)CC4)C The molecule is a 3-oxo Delta(4)-steroid that is pregn-4-ene-3,20-dione substituted by an alpha-hydroxy group at position 17 and a methyl group at position 6. It has a role as a contraceptive drug, a progestin and a synthetic oral contraceptive. It is a 20-oxo steroid, a 3-oxo-Delta(4) steroid, a 17alpha-hydroxy steroid and a tertiary alpha-hydroxy ketone.